NC1=C(C=C(C=N1)NC(C(=O)N1[C@H](CC[C@@H](C1)C)C=1C=CC2=C(N=C(S2)C2CCN(CC2)CCC(F)(F)F)C1)=O)CC N-(6-amino-5-ethylpyridin-3-yl)-2-((2R,5S)-5-methyl-2-(2-(1-(3,3,3-trifluoropropyl)piperidin-4-yl)benzo[d]thiazol-5-yl)piperidin-1-yl)-2-oxoacetamide